Methylpalmitat COC(CCCCCCCCCCCCCCC)=O